C1(CC1)OC=1C=C(C#N)C=CC1S(=O)(=O)N1C[C@]([C@H](C1)S(=O)(=O)C1=CC=C(C=C1)C(F)(F)F)(CO)O 3-cyclopropoxy-4-(((3R,4S)-3-hydroxy-3-(hydroxymethyl)-4-((4-(trifluoromethyl)phenyl)sulfonyl)pyrrolidin-1-yl)sulfonyl)benzonitrile